tert-butyl 3-(5-(benzyloxy)-2-chloro-6,8-difluoroquinazolin-4-yl)-3,8-diazabicyclo[3.2.1]octane-8-carboxylate C(C1=CC=CC=C1)OC1=C2C(=NC(=NC2=C(C=C1F)F)Cl)N1CC2CCC(C1)N2C(=O)OC(C)(C)C